3-hydroxytetradecanoyl-3-hydroxytetradecanoic acid OC(CC(=O)C(C(=O)O)C(CCCCCCCCCCC)O)CCCCCCCCCCC